C(C)(=O)NC(C(=O)O)CC1=CNC2=CC=CC=C12 2-acetamido-3-(1H-indol-3-yl)propionic acid